(Z)-9-octadecenal C(CCCCCCC\C=C/CCCCCCCC)=O